4-amino-7-chloro-2-oxo-1-phenyl-1,2-dihydroquinoline-3-carboxylic acid NC1=C(C(N(C2=CC(=CC=C12)Cl)C1=CC=CC=C1)=O)C(=O)O